tert-butyl 7-(3-[[(benzyloxy)carbonyl]amino]propyl)-2,7-diazaspiro[3.5]nonane-2-carboxylate C(C1=CC=CC=C1)OC(=O)NCCCN1CCC2(CN(C2)C(=O)OC(C)(C)C)CC1